[(1S,2S)-2-fluorocyclopropyl]methanone, trifluoroacetate salt FC(C(=O)O)(F)F.F[C@@H]1[C@@H](C1)C=O